Thioacetic acid S-(3-bromopropyl) ester BrCCCSC(C)=O